(1s,3s)-[3-[4-(3-isopropyl-2-methylindol-5-yl) pyrimidin-2-yl] aminocyclopentan-1-yl] carbamate C(N)(O[C@@H]1C[C@H](CC1)NC1=NC=CC(=N1)C=1C=C2C(=C(NC2=CC1)C)C(C)C)=O